C(C1=CC=CC=C1)OC[C@@H](CCl)N1[C@@H](CCC1)C(=O)OC methyl ((S)-1-(benzyloxy)-3-chloropropan-2-yl)-L-prolinate